BrC1=CC(=C(O[C@H](C(=O)OC(C)(C)C)C)C=C1)C1=NOC(C1OCCCC)C tert-butyl (2S)-2-[4-bromo-2-(5-methyl-4-butoxy-4,5-dihydroisoxazol-3-yl)phenoxy]propanoate